O=C1NC(CCC1C1=NOC2=C1C=CC=C2S(=O)(=O)Cl)=O 3-(2,6-dioxo-3-piperidyl)-1,2-benzoxazole-7-sulfonyl chloride